COC(=O)C1=CC=C(C=C1)C1CCN(CC1)C(=O)OC(C)(C)C tert-butyl 4-(4-(methoxycarbonyl)phenyl)piperidine-1-carboxylate